FC(C=1C=C(OC2=C(C=C(C=C2)C2C=3C(NC(C2C(=O)N(CC)CC)=O)=NNC3)OC)C=C(C1)C(F)(F)F)(F)F 4-{4-[3,5-bis(trifluoromethyl)phenoxy]-3-methoxyphenyl}-N,N-diethyl-6-oxo-2H,4H,5H,6H,7H-pyrazolo[3,4-b]pyridine-5-carboxamide